[Cl-].C(C)[NH3+] ethylammonium chloride